OC1=C(C(=CC(=C1)OCOC)OCOC)C(C=C)=O 1-(2-hydroxy-4,6-bis(methoxymethoxy)phenyl)prop-2-en-1-one